2-fluoro-L-phenylalanine FC1=C(C[C@H](N)C(=O)O)C=CC=C1